NCCCC(CCNCC(CN1CCN(CC1)CC(CNCCC(CCCCCCCCCCCCC)CCCN)O)O)CCCCCCCCCCCCC 1,4-bis[(3-(3-aminopropyl)-palmitylamino)-2-hydroxypropyl]-piperazine